CN1CCN(CC1)C(=O)N1CCNCC1 (4-methylpiperazin-1-yl)(piperazin-1-yl)methanone